C(#N)C1(CC1)NS(=O)(=O)C1=CC=2N(C(=C1F)N1CCC3(COC3)CC1)C=NC2C=2SC(=NN2)C(F)F N-(1-cyanocyclopropyl)-1-[5-(difluoromethyl)-1,3,4-thiadiazol-2-yl]-6-fluoro-5-(2-oxa-7-azaspiro[3.5]nonan-7-yl)imidazo[1,5-a]pyridine-7-sulfonamide